3,3',3''-[1,4,8-triazacycloundecane-1,4,8-triyltris(methylene)]tris(2-hydroxy-5-methyl-benzamide) N1(CCN(CCCN(CCC1)CC=1C(=C(C(=O)N)C=C(C1)C)O)CC=1C(=C(C(=O)N)C=C(C1)C)O)CC=1C(=C(C(=O)N)C=C(C1)C)O